COC=1C=C(C=C(C1)OC(F)(F)F)N[C@@H]1C(N(C(C1)(C)C)CC(F)(F)F)=O (S)-3-((3-methoxy-5-(trifluoromethoxy)phenyl)amino)-5,5-dimethyl-1-(2,2,2-trifluoroethyl)pyrrolidin-2-one